C(#CC)C1C=NC=2N=C(NC(C12)=O)N 7-propynyl-7-deazaguanine